3-(5-(6-amino-4,5-dimethylpyridin-2-yl)-6-fluoro-1-oxoisoindolin-2-yl)piperidine-2,6-dione NC1=C(C(=CC(=N1)C=1C=C2CN(C(C2=CC1F)=O)C1C(NC(CC1)=O)=O)C)C